C(#N)C[C@@H]1N(CCN(C1)C=1C2=C(N=C(N1)OC[C@H]1N(CCC1)C)C(=C(N=C2)C2=CC=CC1=CC=CC(=C21)C)OCC(F)(F)F)C(=O)OCC2=CC=CC=C2 benzyl (2S)-2-(cyanomethyl)-4-[7-(8-methyl-1-naphthyl)-2-[[(2S)-1-methylpyrrolidin-2-yl]methoxy]-8-(2,2,2-trifluoroethoxy)pyrido[4,3-d]pyrimidin-4-yl]piperazine-1-carboxylate